5-(4-(6-phenylimidazo[1,2-a]pyridin-3-yl)pyrimidin-2-yl)-N2-propylpyridin-2,5-diamine C1(=CC=CC=C1)C=1C=CC=2N(C1)C(=CN2)C2=NC(=NC=C2)C2(CC=C(N=C2)NCCC)N